C=CCCC normal pentene